ethyl (S)-4-(2-((1-(tert-butoxycarbonyl)piperidin-3-yl)oxy)-5-chloro-3-methylphenyl)pyrrolo[2,1-f][1,2,4]triazine-6-carboxylate C(C)(C)(C)OC(=O)N1C[C@H](CCC1)OC1=C(C=C(C=C1C)Cl)C1=NC=NN2C1=CC(=C2)C(=O)OCC